ClC=1C=C(C=C(C1OC1=C(C=C(C=C1C)C(NC1=CC=CC=C1)=O)C)Cl)NC(C(=O)OC)=O methyl 2-((3,5-dichloro-4-(2,6-dimethyl-4-(phenylcarbamoyl) phenoxy) phenyl) amino)-2-oxoacetate